ClC=1C=C(OC2C(C(C2(C)C)NC(OC(C)(C)C)=O)(C)C)C=CC1C#N tert-butyl N-[(1r,3r)-3-(3-chloro-4-cyanophenoxy)-2,2,4,4-tetramethylcyclobutyl]carbamate